6-(4-chlorophenyl)-1-(3,4,5-trimethoxyphenyl)-1H-benzo[d][1,2,3]triazole ClC1=CC=C(C=C1)C=1C=CC2=C(N(N=N2)C2=CC(=C(C(=C2)OC)OC)OC)C1